2,2-bis(3-(3-aminobenzamido)-4-hydroxyphenyl)hexafluoropropane NC=1C=C(C(=O)NC=2C=C(C=CC2O)C(C(F)(F)F)(C(F)(F)F)C2=CC(=C(C=C2)O)NC(C2=CC(=CC=C2)N)=O)C=CC1